FC(CCCCCCCC(NO)=N)F 9,9-difluoro-N-hydroxynonanimidamide